4-methoxy-4-oxo-3-(triphenyl-phosphino)butyric acid COC(C(CC(=O)O)P(C1=CC=CC=C1)(C1=CC=CC=C1)C1=CC=CC=C1)=O